CN(CCCNC(=O)C=1SC=2N=CN=C(C2N1)NC1=C(C=C(C=C1)F)O[C@@H]1[C@H](CCCC1)O)C N-[3-(dimethylamino)propyl]-7-[4-fluoro-2-[(1S,2S)-2-hydroxycyclohexyloxy]anilino]thiazolo[5,4-d]pyrimidine-2-carboxamide